C12CNCCNCC(CNCCNC1)CNCCNC2 3,6,10,13,16,19-Hexaazabicyclo(6.6.6)icosane